1-(2-Fluorobenzoyl)-N-[(4-fluorophenyl)methyl]-3-[3-(trifluoromethyl)azetidin-2-yl]-1H-pyrazol-5-amin FC1=C(C(=O)N2N=C(C=C2NCC2=CC=C(C=C2)F)C2NCC2C(F)(F)F)C=CC=C1